2'-Oxo-1',2',6,7-tetrahydro-4H-spiro[benzo[d]oxazole-5,3'-pyrrolo[2,3-b]pyridine]-2-carboxylic acid methyl Ester COC(=O)C=1OC2=C(N1)CC1(C(NC3=NC=CC=C31)=O)CC2